ClC(SN1C(=O)C2C(CC=CC2)C1=O)(Cl)Cl N-trichloromethylthio-4-cyclohexene-1,2-dicarboximide